[(2R,4R)-4-(1H-Tetrazol-1-ylmethyl)-pyrrolidin-2-yl]methyloxyl-7-oxo-6-(sulfooxy)-1,6-diazabicyclo[3.2.1]octan-2-carboxamid N1(N=NN=C1)C[C@@H]1C[C@@H](NC1)COC1(N2C(N(C(CC1)C2)OS(=O)(=O)O)=O)C(=O)N